C(C)(C)(C)OC(=O)N1CCC(CC1)(CCC1=CC=CC=C1)C=1NC=CN1 4-(1H-imidazol-2-yl)-4-phenethylpiperidine-1-carboxylic acid tert-butyl ester